3-(4-chlorophenyl)-3-fluorocyclobutanecarbonitrile ClC1=CC=C(C=C1)C1(CC(C1)C#N)F